BrC1=C(C=C(S1)C1=NOC(C1)(C(F)(F)F)C1=C(C(=CC(=C1)C(F)(F)F)Cl)F)C 3-(5-bromo-4-methyl-2-thienyl)-5-[3-chloro-2-fluoro-5-(trifluoromethyl)phenyl]-5-(trifluoromethyl)-4H-isoxazole